N[C@H](C(=O)N(CCCCCC)[C@H](C[C@@H](NC(C)=O)C=1SC=C(N1)C(=O)OCC)C(C)C)[C@H](CC)C Ethyl 2-[(1R,3R)-3-[(2S,3S)-2-amino-N-hexyl-3-methylpentanamido]-1-acetamido-4-methylpentyl]-1,3-thiazole-4-carboxylate